ClC1=C(C=CC(=C1)OCCCN1CCCC1)C=1N(C2=NC=NC(=C2N1)OC1(CC1)C)CC1=NC=CC(=C1)C 8-(2-chloro-4-(3-(pyrrolidin-1-yl)propoxy)phenyl)-6-(1-methylcyclopropoxy)-9-((4-methylpyridin-2-yl)methyl)-9H-purine